[Ti].[Al] Aluminum-Titanium